5-(trifluoromethyl)piperidine-3-amine FC(C1CC(CNC1)N)(F)F